FC1=NC(=C2N=CN(C2=N1)C1OCCC1)NCC1=C(C=CC=C1F)F 2-fluoro-6-[(2,6-difluorobenzyl)amino]-9-(tetrahydrofuran-2-yl)-9H-purine